(1aS,5aS)-2-Pyrazin-2-yl-1a,2,5,5a-tetrahydro-1H-2,3-diaza-cyclopropa[a]pentalene-4-carboxylic acid ((R)-1-hydroxymethyl-2,2-dimethyl-propyl)-amide OC[C@@H](C(C)(C)C)NC(=O)C=1C=2C[C@H]3[C@@H](C2N(N1)C1=NC=CN=C1)C3